(S)-N-(3-(2-(2-hydroxy-2-methylpropanamido)-6-morpholinopyridin-4-yl)-4-methylphenyl)-3-(2,2,2-trifluoroethyl)pyrrolidine-1-carboxamide OC(C(=O)NC1=NC(=CC(=C1)C=1C=C(C=CC1C)NC(=O)N1C[C@@H](CC1)CC(F)(F)F)N1CCOCC1)(C)C